C(C1=CC=CC=C1)N1CCN(CCN(CCN(CC1)CC1=CC=CC=C1)[C@@H](C(=O)OC)COC(C)(C)C)[C@H](C(=O)OC)CCCC1=CC=C(C=C1)OCCOCCOCC methyl (2S)-2-{4,7-dibenzyl-10-[(2R)-3-tert-butoxy-1-methoxy-1-oxopropan-2-yl]-1,4,7,10-tetraazacyclododecan-1-yl}-5-{4-[2-(2-ethoxyethoxy)ethoxy]phenyl}pentanoate